(E)-4-fluoro-2-isopropyl-5-[2-(pyridin-4-yl)vinyl]benzene-1,3-diol FC1=C(C(=C(C=C1\C=C\C1=CC=NC=C1)O)C(C)C)O